NC=1N=C(SC1C(C1=CC=CC=C1)=O)N(C1=CC(=CC=C1)F)[C@@H](C(=O)N)C (R)-2-(N-(4-Amino-5-benzoylthiazol-2-yl)-3-fluoroanilino)propanamid